[C@H]12OC[C@H](N(C1)C1CCN(CC1)C1=C(C=C(C(=C1)OC)NC1=NC=NC(=C1)N1OCC[C@@H]1C1=CC(=CC(=C1)F)F)NC(C=C)=O)C2 N-(2-(4-((1R,4R)-2-oxa-5-azabicyclo[2.2.1]heptane-5-yl)piperidine-1-yl)-5-((6-((R)-3-(3,5-difluorophenyl)isoxazolidine-2-yl)pyrimidine-4-yl)amino)-4-methoxyphenyl)acrylamide